CC1=NN=C(O1)CCCCC 1-(5-methyl-1,3,4-oxadiazol-2-yl)pentan